[Cl-].C(CCCCCCCCCCCCCCCCCCC)N1CC=CC=C1 1-eicosanyl-pyridine chloride